CC1=C(C=CC(=C1)N)N.OS(=O)(=O)O 2-methyl-p-phenylenediamine